C(C)(C)N(C(C)C)CC=1C=C(C(=O)OC2=CC(=CC=C2)[C@@H]([C@@H](C(=O)OCC=2OC(OC2C)=O)C)C2CC2)C=CC1C1=CC(=NC=C1F)OC 3-((1R,2S)-1-cyclopropyl-2-methyl-3-((5-methyl-2-oxo-1,3-dioxol-4-yl) methoxy)-3-oxopropyl)phenyl 3-((diisopropylamino)methyl)-4-(5-fluoro-2-methoxypyridin-4-yl)benzoate